Ethyl (Z)-5-(4-(2-aminoethoxy)-3-hydroxybenzylidene)-4-oxo-2-(phenylamino)-4,5-dihydrothiophene-3-carboxylate hydrochloride Cl.NCCOC1=C(C=C(\C=C/2\C(C(=C(S2)NC2=CC=CC=C2)C(=O)OCC)=O)C=C1)O